ClC=1C=CC2=C(SC3=C2C=C2C=CC=CC2=C3)C1 3-chlorobenzo[b]naphtho[2,3-d]thiophene